methyldiallylamin hydrochlorid Cl.CN(CC=C)CC=C